ClC1=C(C(=CC=C1)F)C1=NCC2=NN=C(N2C=2SC=3C[C@@H](CC3C12)C(F)F)C (13R)-9-(2-chloro-6-fluoro-phenyl)-13-(difluoromethyl)-3-methyl-16-thia-2,4,5,8-tetraazatetracyclo[8.6.0.02,6.011,15]hexadeca-1(10),3,5,8,11(15)-pentaene